C(=O)(OC(C)(C)C)N1[C@@H](CNCC1)C(=O)OC methyl (S)-1-Boc-2-piperazine-carboxylate